N-(4-fluorophenyl)-2-[1-(5-methyl-1,3,4-oxadiazole-2-carbonyl)-1,2,3,4-tetrahydroquinolin-6-yl]propanamide FC1=CC=C(C=C1)NC(C(C)C=1C=C2CCCN(C2=CC1)C(=O)C=1OC(=NN1)C)=O